2,4,6-trishydroxynitrobenzene tert-butyl-(2S)-3-methyl-2-[N-methyl-1-[(3S)-1-methylpyrrolidin-3-yl]formamido]butanoate C(C)(C)(C)OC([C@H](C(C)C)N(C(=O)[C@@H]1CN(CC1)C)C)=O.OC1=C(C(=CC(=C1)O)O)[N+](=O)[O-]